CC1=C(C=C(C(=C1F)F)F)O 2-methyl-3,4,5-trifluorophenol